5-(prop-2-yn-1-yloxy)pyridine-formaldehyde C(C#C)OC=1C=CC(=NC1)C=O